1-(cyclopropylmethyl)-6-(methylthio)-1H-pyrrolo[2,3-b]pyridine-2-carbaldehyde C1(CC1)CN1C(=CC=2C1=NC(=CC2)SC)C=O